N(=[N+]=[N-])CCOC1=CC=C(C[C@H](N)C(=O)O)C=C1 O-2-azidoethyl-tyrosine